CC1(CCN(CC1)C=1N=C2N(C(C1)=O)C=CC=C2C(C)NC2=C(C(=O)O)C=CC=C2)C 2-((1-(2-(4,4-dimethylpiperidin-1-yl)-4-oxo-4H-pyrido[1,2-a]pyrimidin-9-yl)ethyl)amino)benzoic acid